NCCNCCC[Si](OC)(OC)C 3-[N-(2-aminoethyl)amino]propylmethyldimethoxysilane